C1(=CC=CC=C1)C1=CC(=CC(=C1)O)C1=CC=CC=C1 [1,1':3',1''-terphenyl]-5'-ol